4-((2-methoxy-3-(1-methyl-1H-1,2,4-triazol-3-yl)phenyl)amino)-N,2-dimethyl-1H-pyrrolo[2,3-b]pyridine-5-carboxamide COC1=C(C=CC=C1C1=NN(C=N1)C)NC1=C2C(=NC=C1C(=O)NC)NC(=C2)C